C(C)(C)(C)OC(=O)N[C@H](C(=O)N[C@H](C(=O)OC)C[C@H]1C(NCCC1)=O)CC1CC1 Methyl (2S)-2-[[(2S)-2-(tert-butoxycarbonylamino)-3-cyclopropyl-propanoyl] amino]-3-[(3S)-2-oxo-3-piperidyl]propanoate